FC(C(C)(C)C1=CC=C(C=C1)C1CN(C1)C(=O)OC(C)(C)C)(F)F tert-Butyl 3-[4-(2,2,2-trifluoro-1,1-dimethyl-ethyl)phenyl]azetidine-1-carboxylate